3-(((7-(2-Aminopyrimidin-4-yl)-2,3-dihydrofuro[3,2-c]pyridin-4-yl)amino)methyl)-N-((1-methylcyclopropyl)methyl)benzamide NC1=NC=CC(=N1)C=1C2=C(C(=NC1)NCC=1C=C(C(=O)NCC3(CC3)C)C=CC1)CCO2